(S)-N-(1-amino-3-hydroxy-2-methyl-1-oxopropan-2-yl)-2-methyl-5-(3-phenyloxetan-3-yl)benzofuran-3-carboxamide NC([C@@](CO)(C)NC(=O)C1=C(OC2=C1C=C(C=C2)C2(COC2)C2=CC=CC=C2)C)=O